1,2-dihydro-9-hydroxyanthracen-1-one OC=1C2=CC=CC=C2C=C2C=CCC(C12)=O